4-tetradecyloxy-1,3-phenylenediamine C(CCCCCCCCCCCCC)OC1=C(C=C(C=C1)N)N